C(C)NC(NC1=NC(=CC(=C1)CN1CCN(CC1)C=1C=CC(=NC1)C(=O)NC)OC)=O 5-(4-((2-(3-ethylureido)-6-methoxypyridin-4-yl)methyl)piperazin-1-yl)-N-methylpicolinamide